[N+](=O)([O-])[O-].[Ra+2].N1=C(C=CC=C1)C1NCCCC1.[N+](=O)([O-])[O-] 2-(2-pyridyl)piperidine Radium nitrat